(3R)-1,2,3,4-tetrahydroisoquinolin-3-ylmethanol C1N[C@H](CC2=CC=CC=C12)CO